COC1=C(C=CC(=C1)OC)CNC1=NC=CC=2C(=CC=CC12)NCC12CC(C1)(C2)COC2=CC=1N(C=C2)C=C(N1)C 1-N-[(2,4-Dimethoxyphenyl)methyl]-5-N-[[3-[(2-methylimidazo[1,2-a]pyridin-7-yl)oxymethyl]-1-bicyclo[1.1.1]pentanyl]methyl]isoquinoline-1,5-diamine